Cl.O1N=C(C=2CNCCC21)C(=O)N 4,5,6,7-tetrahydroisoxazolo[4,5-c]pyridine-3-carboxamide hydrochloride